P(=O)(O)(O)[O-].[Na+] Natrium dihydrogenphosphat